C(C)[Si](C1=CC=C(C=C1)C(=[Zr](C1C=CC=C1)C1=C(C=CC=2C3=CC=C(C=C3CC12)C(C)(C)C)C(C)(C)C)C1=CC=C(C=C1)[Si](CC)(CC)CC)(CC)CC bis(p-triethylsilylphenyl)methylene(2,7-di-tert-butylfluorenyl)(cyclopentadienyl)zirconium